2,6-diethyl-4-methyl-phenylhydrazine C(C)C1=C(C(=CC(=C1)C)CC)NN